S(=O)(=O)(C1=CC=C(C)C=C1)OCCOCCOCCOCCOCCOCCOCCOCCC(=O)OC(C)(C)C tert-butyl 1-(tosyloxy)-3,6,9,12,15,18,21-heptaoxatetracosan-24-oate